NC(CC(C(F)(F)F)=S)C(F)(F)F 4-amino-1,1,1,5,5,5-hexafluoropentane-2-thione